C(C)(C)C1=C(C=CC=C1)N1C(SCC1=O)=NN=CC1=CC=C(C=C1)C1=NN(C(=N1)NCCC(F)(F)F)C 3-(2-isopropylphenyl)-2-[[4-[1-methyl-5-(3,3,3-trifluoropropylamino)-1,2,4-triazol-3-yl]phenyl]methylenehydrazono]thiazolidin-4-one